Methyl 4-(2-aminoethyl)-2-bromobenzoate NCCC1=CC(=C(C(=O)OC)C=C1)Br